1-(2-(1H-Pyrazol-1-yl)ethyl)-3-(4-methylquinazolin-2-yl)guanidine N1(N=CC=C1)CCNC(=N)NC1=NC2=CC=CC=C2C(=N1)C